ClC=1C(=CC(=NC1)NS(=O)(=O)CC)C(=O)OC methyl 5-chloro-2-ethanesulfonamidopyridine-4-carboxylate